C1(C=CC(C=C1)=N)=N cyclohex-2,5-diene-1,4-di-imine